The molecule is a retinoid glucuronide anion that is the conjugate base of 1-O-all-trans-retinoyl-beta-D-glucuronide arising from deprotonation of the carboxylic acid function; major species at pH 7.3. It is a conjugate base of a 1-O-all-trans-retinoyl-beta-glucuronic acid. CC1=C(C(CCC1)(C)C)/C=C/C(=C/C=C/C(=C/C(=O)O[C@H]2[C@@H]([C@H]([C@@H]([C@H](O2)C(=O)[O-])O)O)O)/C)/C